FC=1C=C(C=C(C1)F)[C@H]1N(OCC1)C(=O)C1CCN(CC1)C1=NC=NC(=C1F)C=1N(N=CC1)C [(3S)-3-(3,5-difluorophenyl)isoxazolidin-2-yl]-[1-[5-fluoro-6-(2-methylpyrazol-3-yl)pyrimidin-4-yl]-4-piperidyl]methanone